C1C(CC2=CC=CC=C12)NCC(=O)O (S)- or (R)-indan-2-ylglycine